BrC=1C=C(C=CC1C(=O)N1CCC2(COC2)CC1)NC(=O)C1CC1 N-[3-bromo-4-(2-oxa-7-azaspiro[3.5]nonane-7-carbonyl)phenyl]cyclopropanecarboxamide